ClC=1C=C(C=CC1C1=CC=C(C=2N=CSC21)F)[C@H](CS(=O)(=O)N)NC(=O)NC=2N=C(SC2)C#C (R)-2-(3-chloro-4-(4-fluorobenzo[d]thiazol-7-yl)phenyl)-2-(3-(2-ethynylthiazol-4-yl)-ureido)ethane-1-sulfonamide